ClC1=C(C(=O)NC2=NNC(=C2)OC)C(=CC=C1)C 2-chloro-N-(5-methoxy-1H-pyrazol-3-yl)-6-methylbenzamide